C(#N)C(C)C=1C=C(C(=O)NC2CCC(CC2)NC2=CC=CC=3N2C=C(N3)C(F)(F)F)C=CC1 3-(1-cyanoethyl)-N-[(1s,4s)-4-{[2-(trifluoromethyl)imidazo[1,2-a]pyridin-5-yl]amino}cyclohexyl]benzamide